BrC=1C=C(C=CC1)N1CCS(CC1)(=O)=O 4-(3-bromophenyl)thiomorpholine-1,1-dioxide